[O-]S(=O)[O-] The molecule is a sulfur oxoanion that is the conjugate base of hydrogen sulfite (H2SO3). It is a sulfur oxoanion, a sulfur oxide and a divalent inorganic anion. It is a conjugate base of a hydrogensulfite.